(S)-8-bromo-8'-(difluoromethoxy)-6'-(trifluoromethyl)-3'H-spiro[chromane-4,2'-imidazo[1,2-a]pyridine] BrC=1C=CC=C2C1OCC[C@]21N=C2N(C=C(C=C2OC(F)F)C(F)(F)F)C1